(R)-3-(1-((6-(4-acetylpiperazin-1-yl)-7-methoxy-2-methylquinazolin-4-yl)amino)ethyl)-2-methylbenzonitrile C(C)(=O)N1CCN(CC1)C=1C=C2C(=NC(=NC2=CC1OC)C)N[C@H](C)C=1C(=C(C#N)C=CC1)C